N-Boc-2,4,6-trimethylbenzenesulfonyl-hydroxylamine magnesium gamma-hydroxybutyrate OCCCC(=O)[O-].[Mg+2].C(=O)(OC(C)(C)C)N(O)S(=O)(=O)C1=C(C=C(C=C1C)C)C.OCCCC(=O)[O-]